(5S)-8,8,9,9-tetramethyl-5-{[(triphenylmethyl)sulfanyl]methyl}-2,4,7-trioxa-8-siladecane C[Si](OC[C@H](OCOC)CSC(C1=CC=CC=C1)(C1=CC=CC=C1)C1=CC=CC=C1)(C(C)(C)C)C